4-[4-(4-chlorophenoxy)piperidin-1-yl]-1-methyl-2-oxo-1,2-dihydroquinoline-3-carboxamide ClC1=CC=C(OC2CCN(CC2)C2=C(C(N(C3=CC=CC=C23)C)=O)C(=O)N)C=C1